N-[5-[2-methyl-4-[[(2R)-4-methylmorpholin-2-yl]methoxy]pyrazol-3-yl]pyrazolo[1,5-a]pyridin-2-yl]cyclopropanecarboxamide CN1N=CC(=C1C1=CC=2N(C=C1)N=C(C2)NC(=O)C2CC2)OC[C@H]2CN(CCO2)C